FC(C1=NN=C(O1)C=1C=CC(=NC1)CN1C(N(C2=CC=CC=C2C1=O)CCCN(C)C)=O)F 3-((5-(5-(difluoromethyl)-1,3,4-oxadiazole-2-yl)pyridine-2-yl)methyl)-1-(3-(dimethylamino)propyl)quinazoline-2,4(1H,3H)-dione